ClC=1C(=NC(=NC1)N[C@H]1CN(CC1)C1=NC=NC2=CC(=CC=C12)NC(C=C)=O)OC1=CC=CC=C1 (R)-N-(4-(3-((5-chloro-4-phenoxypyrimidin-2-yl)amino)pyrrolidin-1-yl)quinazolin-7-yl)acrylamide